O=C1N(C2=CC=CC=C2C12CCN(CC2)C(=O)[O-])C2CC(C2)N2CCCCC2 2-oxo-1-[(1s,3s)-3-(piperidin-1-yl)cyclobutyl]-1,2-dihydrospiro[indole-3,4'-piperidine]-1'-carboxylate